N-(t-butoxycarbonyl)-O-benzylthreonine C(C)(C)(C)OC(=O)N[C@@H]([C@H](OCC1=CC=CC=C1)C)C(=O)O